trans-4-(2-(2-fluorophenyl)-6-(phenylsulfonyl)imidazo[4,5-d]pyrrolo[2,3-b]pyridin-1(6H)-yl)cyclohexanecarbonitrile FC1=C(C=CC=C1)C1=NC=2C(=C3C(=NC2)N(C=C3)S(=O)(=O)C3=CC=CC=C3)N1[C@@H]1CC[C@H](CC1)C#N